FC=1C=C(C=CC1)NC=1SC=C(N1)C=1SC=CN1 N-(3-fluorophenyl)-[2,4'-bithiazole]-2'-amine